CO[Si](CCCNCCNCCN)(OC)OC (3-TRIMETHOXYSILYLPROPYL)DIETHYLENETRIAMINE